Cl.C(C1=CC=CC=C1)OC(=O)N1CCC(CC1)NC 4-(methylamino)piperidine-1-carboxylic acid benzyl ester hydrochloride